1,1-dimethylpropyl-n-nonyl ether CC(CC)(C)OCCCCCCCCC